(rac)-((1s,3s)-3-Hydroxy-3-methylcyclobutyl)(6-(4-(trifluoromethoxy)phenyl)-2-azaspiro[3.4]octan-2-yl)methanon OC1(CC(C1)C(=O)N1CC2(C1)C[C@@H](CC2)C2=CC=C(C=C2)OC(F)(F)F)C |r|